((2R,5R)-2,5-dimethylpiperazine-1,4-diyl)bis(((2R,3S)-3-(4-nitrophenyl)-oxiran-2-yl)methanone) C[C@H]1N(C[C@H](N(C1)C(=O)[C@@H]1O[C@H]1C1=CC=C(C=C1)[N+](=O)[O-])C)C(=O)[C@@H]1O[C@H]1C1=CC=C(C=C1)[N+](=O)[O-]